C(C)(=O)OC1C(OCCC1N1N=NC(=C1)C1=CC(=C(C(=C1)F)F)F)CO (hydroxymethyl)-4-(4-(3,4,5-trifluorophenyl)-1H-1,2,3-triazol-1-yl)tetrahydro-2H-pyran-3-yl acetate